C(#N)[C@H]1N(CSC1)C(CNC(=O)C1=CC=NC2=CC=C(C=C12)OC1CCOCC1)=O (R)-N-(2-(4-Cyanothiazolidin-3-yl)-2-oxoethyl)-6-((tetrahydro-2H-pyran-4-yl)oxy)quinoline-4-carboxamide